1'-(4-chloro-3-fluorophenyl)-2'-oxospiro[cyclopentane-1,3'-indoline]-5'-carboxylic acid methyl ester COC(=O)C=1C=C2C3(C(N(C2=CC1)C1=CC(=C(C=C1)Cl)F)=O)CCCC3